BrC1=CC=NC2=CC(=CC=C12)Br 4,7-dibromoquinoline